2-benzyloxycyclohex-2-en-1-one C(C1=CC=CC=C1)OC=1C(CCCC1)=O